9-hydroxy-12-(2-methoxypyridine-4-yl)-4-thia-2,12-diazatricyclo[7.3.0.03,7]dodeca-1,3(7),5-trien-8-one OC12C(C=3C=CSC3N=C2N(CC1)C1=CC(=NC=C1)OC)=O